(3-Ethynyl-6-morpholinoimidazo[1,2-b]Pyridazin-8-yl)Glycine C(#C)C1=CN=C2N1N=C(C=C2NCC(=O)O)N2CCOCC2